O(C1=CC=CC=C1)C1=C(C=2C(=NSN2)C(=C1OC1=CC=CC=C1)C=1SC(=CC1)Br)C=1SC(=CC1)Br 5,6-diphenoxy-4,7-bis[5-bromo-2-thienyl]benzo[c]1,2,5-thiadiazole